C(C1=CC=CC=C1)[C@H]1C([C@@H]2CC[C@H]1C2)=O (1R,3R,4S)-3-benzylbicyclo[2.2.1]heptan-2-one